1-(2-Fluoro-7-methylbenzo[4,5]imidazo[1,2-a]pyridin-3-yl)azetidin-3-ol FC=1C(=CC=2N(C1)C1=C(N2)C=C(C=C1)C)N1CC(C1)O